9-(4-chloro-2-fluoro-phenyl)-7-[2-(1-cyclobutyl-6-keto-3-pyridyl)tetrahydropyran-4-yl]-2,3-dimethyl-pyrimido[1,2-b]pyridazin-4-one ClC1=CC(=C(C=C1)C=1C=2N(N=C(C1)C1CC(OCC1)C1=CN(C(C=C1)=O)C1CCC1)C(C(=C(N2)C)C)=O)F